4-(3-fluorophenyl)-1-(5-(isopropylthio)-4-(piperazin-1-yl)thiazol-2-yl)-3-methyl-1H-pyrazole-5-carboxylic acid hydrochloric acid salt Cl.FC=1C=C(C=CC1)C=1C(=NN(C1C(=O)O)C=1SC(=C(N1)N1CCNCC1)SC(C)C)C